2-((S)-1-(3-fluorophenyl)-3,4-dihydroisoquinolin-2(1H)-yl)-7-methyl-1-oxa-3,7-diazaspiro[4.5]dec-2-ene FC=1C=C(C=CC1)[C@@H]1N(CCC2=CC=CC=C12)C=1OC2(CN1)CN(CCC2)C